C(C)(C)(C)C1=NOC(=C1)NC(NC1=CC=C(C2=CC=CC=C12)OC1=CC(=NC=C1)NC(OCC)=O)=O ethyl (4-((4-(3-(3-(tert-butyl)isoxazol-5-yl)ureido)naphthalen-1-yl)oxy)pyridin-2-yl)carbamate